OCCO[C@@H]1C[C@@H]2N(C(CNC2=O)=O)C1 (7R,8aS)-7-(2-hydroxyethoxy)-2,3,6,7,8,8a-hexahydropyrrolo[1,2-a]pyrazine-1,4-dione